N(=C=O)CC\C(=C(/C(=O)[O-])\CCN=C=O)\C(=O)[O-] bis(isocyanato ethyl)fumarate